[3-(2-chloro-5-fluorophenyl)-6-[(2,2-difluoroethyl)amino]-3-hydroxy-7-methoxy-1-oxo-2,3-dihydro-1H-isoindol-4-yl]-5-fluoro-3-(trifluoromethyl)benzamide ClC1=C(C=C(C=C1)F)C1(NC(C2=C(C(=CC(=C12)C1=C(C(=O)N)C=C(C=C1C(F)(F)F)F)NCC(F)F)OC)=O)O